4-(4-methyl-benzyl)-1-(4-morpholin-4-yl-phenyl)-butan-1-one CC1=CC=C(CCCCC(=O)C2=CC=C(C=C2)N2CCOCC2)C=C1